bisglycerol monodecanoate C(CCCCCCCCC)(=O)O.OCC(O)CO.OCC(O)CO